C(C)(C)(C)[Si](OCCC(CC)(O)C)(C)C 1-[tert-butyl-(dimethyl)silyl]oxy-3-methyl-pentan-3-ol